(heptadecafluoro-1,1,2,2-tetrahydrodecyl)-1-triethoxysilane CCO[Si](CCC(C(C(C(C(C(C(C(F)(F)F)(F)F)(F)F)(F)F)(F)F)(F)F)(F)F)(F)F)(OCC)OCC